N1(CCNCCC1)C(C(C)C)=O 1-(1,4-diazepan-1-yl)-2-methylpropan-1-one